4-(4-iodophenylsulfonyl)thiomorpholine IC1=CC=C(C=C1)S(=O)(=O)N1CCSCC1